5,7,4'-trihydroxy-8-methoxyflavanone OC1=C2C(CC(OC2=C(C(=C1)O)OC)C1=CC=C(C=C1)O)=O